NC=1C=C2C3(NC(C2=CC1)=O)CC3 5'-aminospiro[cyclopropane-1,3'-isoindoline]-1'-one